C(#N)C=1C2=C(SC1C1=C(C=NN1C(F)F)C1=CC=C3C(NN=C(C3=C1)CNC(OC(C)(C)C)=O)=O)C=CC=C2 tert-butyl ((7-(5-(3-cyanobenzo[b]thiophen-2-yl)-1-(difluoromethyl)-1H-pyrazol-4-yl)-4-oxo-3,4-dihydrophthalazin-1-yl)methyl)carbamate